2-((R)-2-((R)-2-amino-3-phenylpropionylamino)-3-phenylpropionylamino)-4-methylpentanamide N[C@@H](C(=O)N[C@@H](C(=O)NC(C(=O)N)CC(C)C)CC1=CC=CC=C1)CC1=CC=CC=C1